2-allyl-1-(7-ethyl-7-hydroxy-6,7-dihydro-5H-cyclopenta[b]pyridin-2-yl)-1,2-dihydro-3H-pyrazolo[3,4-d]pyrimidin-3-one C(C=C)N1N(C2=NC=NC=C2C1=O)C1=CC=C2C(=N1)C(CC2)(O)CC